1-(pyrazin-2-yl)-5-(trifluoromethyl)-1H-pyrazole-4-carboxylic acid N1=C(C=NC=C1)N1N=CC(=C1C(F)(F)F)C(=O)O